Methyl 5-bromo-1-methylpyrrole-2-carboxylate BrC1=CC=C(N1C)C(=O)OC